4-[2-(cyclohexylmethoxy)-4-pyridyl]cyclopentanecarbonitrile C1(CCCCC1)COC1=NC=CC(=C1)C1CCC(C1)C#N